N-(1-methylcyclopropyl)pyrido[3,4-d]Pyrimidin-4-amine CC1(CC1)NC=1C2=C(N=CN1)C=NC=C2